(tridecyl)-4,4'-butylidenebis(3-methyl-6-t-butylphenol) bisphosphite P(O)(O)O.P(O)(O)O.C(CCCCCCCCCCCC)CCCC(C1=C(C=C(C(=C1)C(C)(C)C)O)C)C1=C(C=C(C(=C1)C(C)(C)C)O)C